C(C)N(CC(=O)O)CC#C 2-[ETHYL(PROP-2-YN-1-YL)AMINO]ACETIC ACID